[2-amino-4-(trifluoromethoxy)phenyl]-[4-[2-[5,5-difluoro-3-piperidyl]-3H-imidazo[4,5-b]pyridin-7-yl]-1-piperidyl]methanone NC1=C(C=CC(=C1)OC(F)(F)F)C(=O)N1CCC(CC1)C1=C2C(=NC=C1)NC(=N2)C2CNCC(C2)(F)F